palladium tri-tert-butylphosphine C(C)(C)(C)P(C(C)(C)C)C(C)(C)C.[Pd]